COC=1C=C(C=CC1)[C@@H]1CCC2=NC=3C(=NC(=CC3)C=3C=NC(=NC3)N3C[C@@H]4N(CC3)C(NC4)=O)N21 (R)-7-(5-((S)-8-(3-methoxyphenyl)-7,8-dihydro-6H-pyrrolo[2',1':2,3]imidazo[4,5-b]pyridin-2-yl)pyrimidin-2-yl)hexahydroimidazo[1,5-a]pyrazin-3(2H)-one